C(C)NC1=C(C=C2C(=CC(OC2=C1)=O)C)C(F)(F)F 7-ethylamino-6-trifluoromethyl-4-methylcoumarin